1-(3,5-difluoro-2-pyridinyl)-2-methoxy-ethanone oxime FC=1C(=NC=C(C1)F)C(COC)=NO